ClC=1C=C(C(=NC1)N1C([C@H](N(C(C1)=O)CC1=CC=C(C=C1)C)C1CC(C1)O)=O)F (R)-1-(5-chloro-3-fluoropyridin-2-yl)-3-((1r,3R)-3-hydroxycyclobutyl)-4-(4-methylbenzyl)piperazine-2,5-dione